(E)-4-((5-(4-hydroxypiperidin-1-yl)thiophen-2-yl)methylene)-3-(trifluoromethyl)isoxazol-5(4H)-one OC1CCN(CC1)C1=CC=C(S1)\C=C\1/C(=NOC1=O)C(F)(F)F